C(CCCCC)C(C(=O)O)C.C(CC)(=O)OCCCCCC HEXYL PROPIONATE (hexyl propionate)